2-(benzo[d]oxazol-2-ylamino)-N-(2-(dimeth-ylamino)ethoxy)-1-methyl-1H-benzo[d]-imidazole-5-carboxamide O1C(=NC2=C1C=CC=C2)NC2=NC1=C(N2C)C=CC(=C1)C(=O)NOCCN(C)C